COC1=CC=C2CC/C(/C2=C1)=C\C#N (E)-2-(6-methoxy-2,3-dihydro-1H-indene-1-ylidene)acetonitrile